3-chloro-2-(6-((6-methylpyrimidin-4-yl)amino)-1H-pyrazolo[4,3-c]pyridin-1-yl)benzonitrile ClC=1C(=C(C#N)C=CC1)N1N=CC=2C=NC(=CC21)NC2=NC=NC(=C2)C